(1r,4r)-N1-(5-Methyl-4-(7-(pyridin-3-ylamino)imidazo[1,2-a]pyridin-3-yl)pyrimidin-2-yl)cyclohexane-1,4-diamine CC=1C(=NC(=NC1)NC1CCC(CC1)N)C1=CN=C2N1C=CC(=C2)NC=2C=NC=CC2